1-(5-(4-aminopiperidin-1-yl)pyridin-2-yl)guanidine trifluoroacetate FC(C(=O)O)(F)F.NC1CCN(CC1)C=1C=CC(=NC1)NC(=N)N